OCC(C=O)(C)CO 2,2-dihydroxymethylpropanaldehyde